C(C)(C)(C)OC(C[C@H](CCCN(C)C(=O)OC(C)(C)C)NC1=NC=CC2=CC=C(C=C12)C1=NOC(=N1)C)=O (3S)-6-[tert-Butoxycarbonyl-(methyl)amino]-3-[[7-(5-methyl-1,2,4-oxadiazol-3-yl)-1-isoquinolinyl]amino]hexanoic acid tert-butyl ester